3-glycidoxypropyl-methyl-dimethoxysilane methyl-5-(4-aminoisoquinolin-5-yl)pentanoate COC(CCCCC1=C2C(=CN=CC2=CC=C1)N)=O.C(C1CO1)OCCC[Si](OC)(OC)C